6-methoxy-5-(4,4,5,5-tetramethyl-1,3,2-dioxaborolan-2-yl)-benzo[d]thiazole COC1=CC2=C(N=CS2)C=C1B1OC(C(O1)(C)C)(C)C